C(C)(C)(C)N1CCN(C[C@@H](C1)O)C(=O)OC(C)(C)C tert-Butyl (6R)-4-tert-butyl-6-hydroxy-1,4-diazepane-1-carboxylate